O[C@@H]1CC[C@H](CCC1)N |r| (±)-trans-4-hydroxycycloheptanamine